4-methyl-N-[3-methyl-1-(2,2,2-trifluoroethyl)-1H-pyrazol-4-yl]-3-[2-(pyridin-3-yl)ethynyl]benzamide CC1=C(C=C(C(=O)NC=2C(=NN(C2)CC(F)(F)F)C)C=C1)C#CC=1C=NC=CC1